N-(5-iodoquinolin-8-yl)-4-methylpent-4-enamide IC1=C2C=CC=NC2=C(C=C1)NC(CCC(=C)C)=O